CC(C(=O)N1CC2=C(CC1)N=C(S2)N2C1CN(CC2CC1)C(=O)OCC1=CC=CC=C1)(C)OC1=CC=CC=C1 benzyl 8-(5-(2-methyl-2-phenoxypropanoyl)-4,5,6,7-tetrahydrothiazolo[5,4-c]pyridin-2-yl)-3,8-diazabicyclo[3.2.1]octane-3-carboxylate